C(C)OC(=O)COC(=O)C1C2C3C4C=CC(C3C(C1)C2)C4 8-ethoxycarbonylmethyloxycarbonyl-tetracyclo[4.4.0.12,5.17,10]-3-dodecene